(1R,5S)-tert-butyl 3-(8-fluoro-2-((hexahydro-1H-pyrrolizin-7a-yl)methoxy)-7-(2-(2-methylcyclopropyl)phenyl)pyrido[4,3-d]pyrimidin-4-yl)-3,8-diazabicyclo[3.2.1]octane-8-carboxylate FC1=C(N=CC2=C1N=C(N=C2N2C[C@H]1CC[C@@H](C2)N1C(=O)OC(C)(C)C)OCC12CCCN2CCC1)C1=C(C=CC=C1)C1C(C1)C